The molecule is a cyclosporin A derivative that is cyclosporin A in which residues 6 and 9 (both N-methylleucine) have undergone oxidation so a to introduce a hydroxy group at position 4 (the carbon bearing the two methyl groups) in each case. It has a role as a drug metabolite. It is a cyclosporin A derivative and a tertiary alcohol. It derives from a cyclosporin A metabolite M1. CC[C@H]1C(=O)N(CC(=O)N([C@H](C(=O)N[C@H](C(=O)N([C@H](C(=O)N[C@H](C(=O)N[C@@H](C(=O)N([C@H](C(=O)N([C@H](C(=O)N([C@H](C(=O)N([C@H](C(=O)N1)[C@@H]([C@H](C)C/C=C/C)O)C)C(C)C)C)CC(C)C)C)CC(C)(C)O)C)C)C)CC(C)(C)O)C)C(C)C)CC(C)C)C)C